2-chloro-3-phenylacrylaldehyde ClC(C=O)=CC1=CC=CC=C1